C(CCCCCCCCCCCCC)(=O)N(CCOP(=O)(O)O)C(CCCCCCCCCCCCC)=O Dimyristoyl-phosphoethanolamin